ClCC1=CC=C(C=C1)C1=NC=C(C=C1)C 2-(4-(chloromethyl)phenyl)-5-methylpyridine